COC(=O)C1(CCCC2=CC(=CC=C12)Cl)CC1=NC(=NC(=C1[N+](=O)[O-])O)O 6-chloro-1-((2,6-dihydroxy-5-Nitropyrimidin-4-yl)methyl)-1,2,3,4-tetrahydronaphthalene-1-carboxylic acid methyl ester